NC(CCC(=O)[O-])CC 4-amino-hexanoate